6-chloro-4-(1-(difluoromethyl)-3-phenyl-1H-pyrazol-4-yl)-7-methoxypyrido[3,2-d]pyrimidine ClC=1C(=CC=2N=CN=C(C2N1)C=1C(=NN(C1)C(F)F)C1=CC=CC=C1)OC